BrCC1=CC(=C2C(CCO2)=C1C#N)C1=CC=C(C=C1)OC(F)(F)F 5-(bromomethyl)-7-(4-(trifluoromethoxy)phenyl)-2,3-dihydrobenzofuran-4-carbonitrile